C(C)(C)(C)C1=NN=C(S1)OC1=CC=C(C=C1)C1CCN(CC1)C(=O)OC(C)(C)C tert-butyl 4-(4-((5-(tert-butyl)-1,3,4-thiadiazol-2-yl)oxy)phenyl)piperidine-1-carboxylate